C(C1=CC=CC=C1)OC1=CC=C(C=C1)CC(CC1=NNC(O1)=O)O 5-[3-(4-Benzyloxyphenyl)-2-hydroxypropyl]-1,3,4-oxadiazol-2(3H)-one